COC(CCCC(CC)C)=O methoxy-5-methyl-1-oxoheptan